OC(CN1CC(CCC1C(F)(F)F)NC([O-])=O)(C)C [1-(2-hydroxy-2-methylpropyl)-6-(trifluoromethyl)piperidin-3-yl]carbamate